O1CCN(CC1)C=1C2=C(N=CN1)NC(=C2)C2=CC=C(C=C2)NC(=O)NC2CCNCC2 1-(4-(4-morpholino-7H-pyrrolo[2,3-d]pyrimidin-6-yl)phenyl)-3-(piperidin-4-yl)urea